C(C1=CC=CC=C1)N1N=CC(=C1)C=1C(=NC(=CC1)C)C1=CC=C2C=CC=NC2=C1 7-[3-(1-Benzyl-1H-pyrazol-4-yl)-6-methylpyridin-2-yl]chinolin